OC=1C=C2C[C@H](COC2=CC1)C(=O)O (R)-6-hydroxychroman-3-carboxylic acid